CC1=C(C(=CC(=C1)CCCCCC)CCCCCC)O 2-methyl-4,6-dihexylphenol